C(C)(C)(C)N(C(O)=O)[C@@H](CC)C=1C=NC(=CC1)N1N=CC(=C1)F.C1(=CC=CC=C1)N(C1=CC=CC=C1)C=1C=CC=2NC3=CC=C(C=C3C2C1)N(C1=CC=CC=C1)C1=CC=CC=C1 3,6-bis(N,N-diphenylamino)carbazole Tert-butyl-(S)-(1-(6-(4-fluoro-1H-pyrazol-1-yl)pyridin-3-yl)propyl)carbamate